FC(CN1C(=NC=2C1=NC(=CC2)C=2C=C(N1N=C(N=CC12)NC1CCN(CC1)C1COC1)[2H])C)F 5-(3-(2,2-Difluoroethyl)-2-methyl-3H-imidazo[4,5-b]pyridin-5-yl)-N-(1-(oxetan-3-yl)piperidin-4-yl)pyrrolo[2,1-f][1,2,4]triazin-7-d-2-amine